C1(=CC=CC=C1)C1=NNC(=C1N1CCCCC1)N 3-Phenyl-4-(piperidin-1-yl)-1H-pyrazol-5-amine